(6-(2-(methylthio)pyrimidin-5-yl)hex-5-ynoyl)glycine CSC1=NC=C(C=N1)C#CCCCC(=O)NCC(=O)O